C(C)OC(CCCC1OCCC1)=O 4-(tetrahydrofuran-2-yl)-butanoic acid ethyl ester